6-(2-chlorophenyl)-2-[(4-{[2-(dimethylamino)ethyl](methyl)amino}phenyl)amino]-8-methyl-5-[2-(triisopropylsilyl)ethynyl]pyrido[2,3-d]pyrimidin-7-one ClC1=C(C=CC=C1)C1=C(C2=C(N=C(N=C2)NC2=CC=C(C=C2)N(C)CCN(C)C)N(C1=O)C)C#C[Si](C(C)C)(C(C)C)C(C)C